Ethyl (R)-4-((2-ethoxy-2-oxoethyl)amino)pentanoate C(C)OC(CN[C@@H](CCC(=O)OCC)C)=O